BrC1=CC(=C(O[C@H](C(=O)O)CC)C=C1F)C(CC)(F)F (S)-2-(4-bromo-2-(1,1-difluoropropyl)-5-fluorophenoxy)butyric acid